NC(C(=O)O)CC1=CC(=C(C=C1)O)O 2-amino-3-(3,4-dihydroxyphenyl)propionic acid